C(C)(C)(C)OC(=O)N1CCN(CC1)C1=NN(C(=C1)CC(C)C)C1=CC=C(C=C1)OC(F)(F)F.C1(=CC(=CC=C1)C(=O)C1=CC(=C(C=C1)N1C=NC(=C1)C)OC)C1=CC=CC=C1 [1,1'-Biphenyl]-3-yl-(3-methoxy-4-(4-methyl-1H-imidazol-1-yl)phenyl)methanone tert-butyl-4-[5-isobutyl-1-[4-(trifluoromethoxy)phenyl]pyrazol-3-yl]piperazine-1-carboxylate